C1(CC1)C1=CC(=NN1)C(F)F 5-cyclopropyl-3-(difluoro-methyl)-1H-pyrazole